Methyl 5-amino-2-(3-hydroxypropyl)-2H-indazole-6-carboxylate NC1=CC2=CN(N=C2C=C1C(=O)OC)CCCO